N[C@@H](C(=O)O)CCCCCCP(=O)(O)O D-2-amino-8-phosphonooctanoic acid